OC1SSCCC1O 3,4-dihydroxy-1,2-dithiane